1-Benzyl 2-methyl (2R,4R)-4-((2-methoxyethyl)amino)pyrrolidine-1,2-dicarboxylate COCCN[C@@H]1C[C@@H](N(C1)C(=O)OCC1=CC=CC=C1)C(=O)OC